IC=1C2=C(SC1C(=O)O)C=CS2 3-iodothieno[3,2-b]thiophene-2-carboxylic acid